BrC1=NN(C(=C1)CC(C)C)C12CC(C1)(C2)C(F)(F)F 3-Bromo-5-isobutyl-1-(3-(trifluoromethyl)bicyclo[1.1.1]pentan-1-yl)-1H-pyrazole